CC(C=C)=C 3-methyl-but-3-eneene